C(C)OC(CCCCCCCCCCC)=O.[Na] sodium lauric acid ethyl ester